CNCC(C)N N-methylpropylenediamine